COC1=NC2=C(N1C(=O)NCCCCC1=CC=CC=C1)C=C(C=C2)N2CCOCC2 methoxy-6-morpholino-N-(4-phenylbutyl)-1H-benzo[d]Imidazole-1-carboxamide